CC1=NOC(=N1)N1CC2(C1)CC(CC2)N2CCC(CC2)N2N=CC=C2 2-(3-methyl-1,2,4-oxadiazol-5-yl)-6-[4-(1H-pyrazol-1-yl)piperidin-1-yl]-2-azaspiro[3.4]octane